(S)-2-amino-3-(6-(carboxymethoxy)pyridin-3-yl)propanoic acid N[C@H](C(=O)O)CC=1C=NC(=CC1)OCC(=O)O